ethyl 6-chloro-5-methoxy-4-[(2,2,2-trichloroacetyl)carbamoylamino]pyridine-3-carboxylate ClC1=C(C(=C(C=N1)C(=O)OCC)NC(NC(C(Cl)(Cl)Cl)=O)=O)OC